deoxy-2'-fluoro-2'-C-methyl-3'-pentanoyloxyuridine F[C@]1([C@@H](O[C@@H]([C@]1(O)OC(CCCC)=O)CO)N1C(=O)NC(=O)C=C1)C